IC=1C=NN(C1)C(C(=O)NC=1C(N(C(=CC1)C(F)(F)F)C)=O)(C)C 2-(4-iodo-1H-pyrazol-1-yl)-2-methyl-N-(1-methyl-2-oxo-6-(trifluoromethyl)-1,2-dihydropyridin-3-yl)propanamide